ClC1=C(C=CC(=C1)C(F)(F)F)NC(=O)C1(CCC1)N1N=CC(=C1)C1CCN(CC1)CC1CCN(CC1)C=1C=C2C(N(C(C2=CC1)=O)C1C(NC(CC1)=O)=O)=O N-(2-chloro-4-(trifluoromethyl)phenyl)-1-(4-(1-((1-(2-(2,6-dioxopiperidin-3-yl)-1,3-dioxoisoindolin-5-yl)piperidin-4-yl)methyl)piperidin-4-yl)-1H-pyrazol-1-yl)cyclobutane-1-carboxamide